ethyl (S)-6-(tert-butyl)-10-(furan-3-yl)-2-oxo-6,7-dihydro-2H-benzofuro[2,3-a]quinolizine-3-carboxylate C(C)(C)(C)[C@@H]1CC2=C(C3=CC(C(=CN13)C(=O)OCC)=O)OC1=C2C=CC(=C1)C1=COC=C1